4-Isocyanato-2,3,6,7-tetrahydros-indacen-1(5H)-one N(=C=O)C1=C2CCC(C2=CC=2CCCC12)=O